COC(=O)C1=CN(C(=C1)C1=NC=C(C=C1)N1CC(C1)(F)F)C.C1(CCC1)(C(=O)[O-])C(=O)[O-].[Ba+2] barium 1,1-cyclobutanedicarboxylate methyl-5-[5-(3,3-difluoroazetidin-1-yl)pyridin-2-yl]-1-methyl-1H-pyrrole-3-carboxylate